C(C)C(C(=O)OCC(C)(C)C)(CC(=O)OCC(C)(C)C)C dineopentyl 2-ethyl-2-methylsuccinate